(2S)-2-[4-(4-cyano-6-methoxypyridine-3-carbonyl)-3,3-dimethylpiperazin-1-yl]-N-[5-(2,4-difluorophenoxy)pyrazin-2-yl]propanamide C(#N)C1=C(C=NC(=C1)OC)C(=O)N1C(CN(CC1)[C@H](C(=O)NC1=NC=C(N=C1)OC1=C(C=C(C=C1)F)F)C)(C)C